[Si](C)(C)(C(C)(C)C)OCCOCCOCCOCCOCCOCCOCCOC/C=C/C(=O)OC methyl (E)-4-[2-[2-[2-[2-[2-[2-[2-[tert-butyl (dimethyl) silyl]oxyethoxy]ethoxy]ethoxy]ethoxy]ethoxy]ethoxy]ethoxy]but-2-enoate